ClC1=CC(=C(C=N1)NC(=O)C1(CN(C1)CCC(C(=O)O)(C)C)C1=C(C=CC=C1)C(C)C)OCC 4-(3-((6-chloro-4-ethoxypyridin-3-yl)carbamoyl)-3-(2-isopropylphenyl)azetidin-1-yl)-2,2-dimethylbutanoic acid